6-(2,6-difluoro-3-pyridinyl)-2-[(3-fluorophenoxy)methyl]imidazo[1,2-a]pyrimidine FC1=NC(=CC=C1C=1C=NC=2N(C1)C=C(N2)COC2=CC(=CC=C2)F)F